2-((3-(difluoromethyl)-1-methyl-1H-pyrazol-5-yl)oxy)-1-(3-methoxyphenyl)ethan-1-one-O-methyl oxime CON=C(COC1=CC(=NN1C)C(F)F)C1=CC(=CC=C1)OC